aminopropylamine acetate C(C)(=O)O.NCCCN